N-[1-(4-chloro-3-cyano-1H-indol-7-yl)piperidin-4-yl]-5-[4-(dibutoxymethyl)piperidin-1-yl]pyrazine-2-carboxamide ClC1=C2C(=CNC2=C(C=C1)N1CCC(CC1)NC(=O)C1=NC=C(N=C1)N1CCC(CC1)C(OCCCC)OCCCC)C#N